OCC=1C=C(CNCCCCOCCNC2=NC3=C(C4=CN=CC=C24)C=CC=C3)C=CC1OC(C)C 5-((2-(4-((3-(hydroxymethyl)-4-isopropoxybenzyl)amino)butoxy)ethyl)amino)benzo[c][2,6]naphthyridine